3-(difluoromethyl)-5-(2-fluoro-6-methoxyphenyl)isoxazole FC(C1=NOC(=C1)C1=C(C=CC=C1OC)F)F